(3S)-9-chloro-10-(2,4-difluorophenyl)-3-((1-ethylpiperidin-4-yl)methyl)-7-((S)-2-methylpiperazin-1-yl)-2H-[1,4]thiazino[2,3,4-ij]quinazolin-5(3H)-one ClC=1C=C2C(=NC(N3C2=C(C1C1=C(C=C(C=C1)F)F)SC[C@@H]3CC3CCN(CC3)CC)=O)N3[C@H](CNCC3)C